4-chloro-2-{[2-(trimethylsilyl)ethoxy]methyl}-2H-pyrazolo[4,3-c]pyridine ClC1=NC=CC=2C1=CN(N2)COCC[Si](C)(C)C